bis(dimethylamino)triphenylmethane CN(C)C=1C(=C(C=CC1)C(C1=CC=CC=C1)C1=CC=CC=C1)N(C)C